C1(=CC=CC=C1)C(=CC(=O)O)C1=CC=CC=C1.ClC1=CC=C(OCN2CCCCC2)C=C1 (4-Chlorophenoxy)methylpiperidine DIPHENYLACRYLATE